perfluorovinyl-phenol FC=1C(=C(C(=C(C1F)F)F)O)C(=C(F)F)F